4-(3,8-diazabicyclo[3.2.1]octan-3-yl)-7-(8-chloronaphthalen-1-yl)-2-(((2R,7aS)-2-fluorotetrahydro-1H-pyrrolizin-7a(5H)-yl)methoxy)-6,7-dihydropyrido[3,4-d]pyrimidin-8(5H)-one C12CN(CC(CC1)N2)C=2C1=C(N=C(N2)OC[C@]23CCCN3C[C@@H](C2)F)C(N(CC1)C1=CC=CC2=CC=CC(=C12)Cl)=O